2-cyclopropyl-N-{[2-fluoro-3-methoxy-6-(4-methyl-1,2,3-triazol-1-yl)phenyl]methyl}-1-[(2-methyl-3,4-dihydro-1H-isoquinolin-7-yl)methyl]imidazole-4-carboxamide C1(CC1)C=1N(C=C(N1)C(=O)NCC1=C(C(=CC=C1N1N=NC(=C1)C)OC)F)CC1=CC=C2CCN(CC2=C1)C